3-[5-[(3R)-3-(dimethylamino)pyrrolidine-1-yl]pyrimidine-2-yl]-N-[(R)-(5-fluoro-2-hydroxy-phenyl)-(1H-indole-2-yl)methyl]-5-methyl-benzamide CN([C@H]1CN(CC1)C=1C=NC(=NC1)C=1C=C(C(=O)N[C@@H](C=2NC3=CC=CC=C3C2)C2=C(C=CC(=C2)F)O)C=C(C1)C)C